(R)-2-((benzyloxy)methyl)oxirane C(C1=CC=CC=C1)OC[C@@H]1OC1